ClC1=CC2=C(NC(=N2)C)C=C1C1=CC2=C(N=C(N=C2)NC2=CC=C(C=C2)N2CCOCC2)N2C1=NN=C2 6-(5-chloro-2-methyl-1H-benzo[d]imidazol-6-yl)-N-(4-morpholinophenyl)-[1,2,4]triazolo[4',3':1,6]pyrido[2,3-d]pyrimidin-2-amine